di-tert-butyl (3-(1-(3-chloro-2-fluorobenzyl)-2-oxo-1,2-dihydropyridin-4-yl)-5-morpholino-1H-pyrrolo[2,3-b]pyridin-1-yl)methyl phosphate P(=O)(OC(C)(C)C)(OC(C)(C)C)OCN1C=C(C=2C1=NC=C(C2)N2CCOCC2)C2=CC(N(C=C2)CC2=C(C(=CC=C2)Cl)F)=O